N[C@H](C(=O)O)C[S@@](=O)CC=C (2R)-2-amino-3-[(S)-prop-2-enylsulfinyl]propionic acid